5-dodecyl-triethoxysilane CCCCC(CCCCCCC)[Si](OCC)(OCC)OCC